12-methyl-tetradecanoic acid CC(CCCCCCCCCCC(=O)O)CC